2-(2-ethoxyphenyl)formyloxy-1,3-propanediol C(C)OC1=C(C=CC=C1)C(=O)OC(CO)CO